tripropylene glycol n-amyl methyl ether COCC(OCC(OCC(C)OCCCCC)C)C